6-chloro-2-((1S,2R)-2-(6-fluoro-2,3-dimethylphenyl)-1-(5-oxo-4,5-dihydro-1,3,4-oxadiazol-2-yl)propyl)-4-methyl-3,4-dihydro-2H-benzo[e][1,2,4]thiadiazine-8-carboxamide 1,1-dioxide ClC=1C=C(C2=C(N(CN(S2(=O)=O)[C@@H]([C@H](C)C2=C(C(=CC=C2F)C)C)C=2OC(NN2)=O)C)C1)C(=O)N